N-(3-(3-chloro-2-(3-methoxy-4-(((tetrahydro-2H-pyran-4-yl)amino)methyl)phenyl)pyridin-4-yl)-2-methylphenyl)-5-(((2-hydroxyethyl)amino)methyl)picolinamide ClC=1C(=NC=CC1C=1C(=C(C=CC1)NC(C1=NC=C(C=C1)CNCCO)=O)C)C1=CC(=C(C=C1)CNC1CCOCC1)OC